N-((1-(dimethylamino)cyclobutyl)methyl)-6,8-difluoro-2-(((2R,7aS)-2-fluorotetrahydro-1H-pyrrolizin-7a(5H)-yl)methoxy)-5-methoxy-N-(4-methoxybenzyl)quinazolin-4-amine CN(C1(CCC1)CN(C1=NC(=NC2=C(C=C(C(=C12)OC)F)F)OC[C@]12CCCN2C[C@@H](C1)F)CC1=CC=C(C=C1)OC)C